6-chloro-3-(3-(naphthalen-1-yloxy)propyl)-1H-indole-2-carboxylic acid ethyl ester C(C)OC(=O)C=1NC2=CC(=CC=C2C1CCCOC1=CC=CC2=CC=CC=C12)Cl